N=1N(N=NC1)C(C)C=1C(=C(C=C2C=NNC12)Cl)F 7-(1-(2H-tetrazol-2-yl)ethyl)-5-chloro-6-fluoro-1H-indazol